O[C@@H]1CC2=CC[C@H]3[C@@H]4CC[C@H]([C@@H](C(CC(C(C)(C)O)=O)O)C)[C@]4(CC[C@@H]3[C@]2(CC1)C)C 3β,22,25-trihydroxycholest-5-en-24-one